4-((1-(3-(2-cyclopropyl-1H-imidazol-1-yl)phenoxy)propan-2-yl)oxy)-3-methoxybenzonitrile C1(CC1)C=1N(C=CN1)C=1C=C(OCC(C)OC2=C(C=C(C#N)C=C2)OC)C=CC1